ethyl 1-(4-bromobenzyl)-2-(2-ethoxy-2-oxoethyl)-1H-pyrrole-3-carboxylate BrC1=CC=C(CN2C(=C(C=C2)C(=O)OCC)CC(=O)OCC)C=C1